2-(4-bromo-2-methyl-pyrazol-3-yl)-6-isopropoxy-benzonitrile BrC1=C(N(N=C1)C)C1=C(C#N)C(=CC=C1)OC(C)C